N-carboxymethyl-N-hydroxyethyl-imidazolinium C(=O)(O)C[N+]1(C=NCC1)CCO